C(C)(C)(C)OC(=O)N1CC=2N=C(N=C(C2CC1)N1C[C@@H](N(CC1)C(=O)OCC1=CC=CC=C1)CC#N)Cl (S)-4-(4-((benzyloxy)carbonyl)-3-(cyanomethyl)piperazin-1-yl)-2-chloro-5,6-dihydropyrido[3,4-d]pyrimidine-7(8H)-carboxylic acid tert-butyl ester